C1(=CC=CC=C1)N1N=CCCC1=O phenyl-4,5-dihydro-pyridazine-3(2H)one